COC(=O)C1=CC(=NC=C1[N+](=O)[O-])N(CC1=CC=C(C=C1)OC)CC1=CC=C(C=C1)OC.ClC1=CC=C(C=C1)C=1C=C2C(=NC1)NN=C2C(=O)C=2C(=C(C(=CC2)F)NS(=O)(=O)C)F N-(3-(5-(4-chlorophenyl)-1H-pyrazolo[3,4-b]pyridine-3-carbonyl)-2,6-difluorophenyl)methanesulfonamide methyl-2-[bis[(4-methoxyphenyl)methyl]amino]-5-nitro-pyridine-4-carboxylate